OB1OCC2=C1C=CC(=C2)\C=N\N(C=2C1=C(N=CN2)C(=CS1)N1CCOCC1)C N-[(E)-(1-hydroxy-3H-2,1-benzoxaborol-5-yl)methyleneamino]-N-methyl-7-morpholino-thieno[3,2-d]pyrimidin-4-amine